[Si](C)(C)(C(C)(C)C)OCCC(C)(C)C1=CC=C(C=C1C=C)C=C 2-(4-((tert-butyldimethylsilyl)oxy)-2-methylbutan-2-yl)-3,5-divinylbenzene